C1CCCCC1.[Bi] bismuth cyclohexane